BrC=1C=C(C=C(C1O)Br)C1(CC(CC(C1)C)(C)C)C1=CC(=C(C(=C1)Br)O)Br 1,1-bis(3,5-dibromo-4-hydroxyphenyl)-3,3,5-trimethyl-cyclohexane